t-Butyl 4-((4-(1-cyanochloropropyl)phenyl)(5-(3,5-dimethylisoxazol-4-yl)-2-methylphenyl) amino)4-toluenesulfonate C(#N)C(CCCl)C1=CC=C(C=C1)N(C1(CC=C(C)C=C1)S(=O)(=O)OC(C)(C)C)C1=C(C=CC(=C1)C=1C(=NOC1C)C)C